oxolate O1C(=CC=C1)C(=O)[O-]